3-(3,5-Dimethylthiophen-2-yl)-1-[(1-methyl-1H-pyrazol-4-yl)(1-methyl-piperidin-3-yl)sulfamoyl]urea CC1=C(SC(=C1)C)NC(NS(N(C1CN(CCC1)C)C=1C=NN(C1)C)(=O)=O)=O